C(C)OC1=CC=C(C=C1)C1=CN=CC(=N1)C(=O)NCCC1=C(C=CC(=C1)OC)C 6-(4-ethoxyphenyl)-N-(5-methoxy-2-methylphenethyl)pyrazine-2-carboxamide